ClC1=C(C=C(C(=C1)S(N(C=1SC=CN1)CC1=C(C=C(C=C1)OC)OC)(=O)=O)F)NC[C@]1(N(C[C@H](C1)O)C(=O)OC(C)(C)C)CCC1=CC=CC=C1 (2S,4S)-tert-butyl 2-(((2-chloro-4-(N-(2,4-dimethoxybenzyl)-N-(thiazol-2-yl)-sulfamoyl)-5-fluorophenyl)amino)methyl)-4-hydroxy-2-phenethylpyrrolidine-1-carboxylate